ClC1=CC=C(C(=C1NC(=O)C=1C(=NC(=NC1)NC1=CC(=C(C=C1)OCCN1CCOCC1)C)OC)C)O N-(6-chloro-3-hydroxy-2-methylphenyl)-4-methoxy-2-((3-methyl-4-(2-morpholinoethoxy)phenyl)amino)pyrimidine-5-carboxamide